COC=1C=C(C)C=C(C1)OC 3,5-Dimethoxytoluene